(S)-8-(cyclobutylmethoxy)-5-(2-((5,6-diethyl-2,3-dihydro-1H-inden-2-yl)amino)-1-hydroxyethyl)quinolin-2(1H)-one C1(CCC1)COC=1C=CC(=C2C=CC(NC12)=O)[C@@H](CNC1CC2=CC(=C(C=C2C1)CC)CC)O